5-Fluoro-7-(((trans)-3-fluoro-1-methylpiperidin-4-yl)methoxy)-2-(((tetrahydro-2H-pyran-4-yl)thio)methyl)quinazolin-4(3H)-one FC1=C2C(NC(=NC2=CC(=C1)OC[C@H]1[C@@H](CN(CC1)C)F)CSC1CCOCC1)=O